4-((S)-3-aminopiperidin-1-yl)-5-(1-(2,2-difluoroethyl)-1H-pyrazol-4-yl)-N-(6-(2-fluoro-6-methoxyphenyl)-5-nitropyridin-2-yl)pyridin-2-amine N[C@@H]1CN(CCC1)C1=CC(=NC=C1C=1C=NN(C1)CC(F)F)NC1=NC(=C(C=C1)[N+](=O)[O-])C1=C(C=CC=C1OC)F